(1R,2R)-cyclobutane-1,2-diol [C@@H]1([C@@H](CC1)O)O